1-(3-bromo-5-fluorobenzyl)-4-(3-(2-isopropoxypyridin-4-yl)-1H-indazol-5-yl)pyridin-2(1H)-one BrC=1C=C(CN2C(C=C(C=C2)C=2C=C3C(=NNC3=CC2)C2=CC(=NC=C2)OC(C)C)=O)C=C(C1)F